C(C)(C)C=1C=C(C=CC1)C1CC2(CNC2)CC1 6-(3-isopropylphenyl)-2-azaspiro[3.4]octane